N(=C=S)C=1C=C(C=CC1)NC(=S)N N-(3-isothiocyanatophenyl)thiourea